(R)-1-(1-acetylpiperidin-3-yl)-3-((5-chloro-6-(isoxazol-3-ylmethoxy)-1H-indol-2-yl)methyl)-1-ethylurea C(C)(=O)N1C[C@@H](CCC1)N(C(=O)NCC=1NC2=CC(=C(C=C2C1)Cl)OCC1=NOC=C1)CC